1-[7-(3-chloro-1-cyclopropylmethyl-1H-indazol-5-ylmethoxy)-2H-chromen-3-ylmethyl]-piperidine-4-carboxylic acid ClC1=NN(C2=CC=C(C=C12)COC1=CC=C2C=C(COC2=C1)CN1CCC(CC1)C(=O)O)CC1CC1